C(#N)[C@H]1N(CSC1)C(CNC(=O)C1=CC=NC2=CC=C(C=C12)N1[C@H](CCC1)C)=O N-(2-((R)-4-Cyanothiazolidin-3-yl)-2-oxoethyl)-6-((S)-2-methylpyrrolidin-1-yl)-quinoline-4-carboxamide